ethyl (S)-pyrrolidine-3-carboxylate N1C[C@H](CC1)C(=O)OCC